Triethylenglycol mono-n-hexyl ether C(CCCCC)OCCOCCOCCO